[2-(chloromethyl)-4,5-difluoro-benzimidazol-1-yl]methoxymethyl-trimethyl-silane ClCC1=NC2=C(N1COC[Si](C)(C)C)C=CC(=C2F)F